3-(4-chloro-3-cyclopropyl-phenoxy)azetidine ClC1=C(C=C(OC2CNC2)C=C1)C1CC1